FC1(CCN(CC1)C=1C=C(C=C2C=NN(C12)CC)NC(C1=C(C=C(C=C1)S(=O)(=O)C)N1CCC2(CC2)CC1)=O)F N-(7-(4,4-difluoropiperidin-1-yl)-1-ethyl-1H-indazol-5-yl)-4-(methylsulfonyl)-2-(6-azaspiro[2.5]octan-6-yl)benzamide